C1CN(CCN1CCOCCO)C2=NC3=CC=CC=C3SC4=CC=CC=C42 The molecule is a dibenzothiazepine, a N-alkylpiperazine and a N-arylpiperazine. It has a role as a serotonergic antagonist, a dopaminergic antagonist, a histamine antagonist, an adrenergic antagonist and a second generation antipsychotic.